methyl 1-(2,5-dichloropyrimidin-4-yl)-1H-indole-3-carboxylate ClC1=NC=C(C(=N1)N1C=C(C2=CC=CC=C12)C(=O)OC)Cl